1-amino-3-propylamino-2-propanol NCC(CNCCC)O